ClC=1C(=C2C(=NC1C)CN(C2)C(=O)[C@H]2CN(CC2)C=2C(=NC=CC2)C)C (3-chloro-2,4-dimethyl-5,7-dihydropyrrolo[3,4-b]pyridin-6-yl)-[(3R)-1-(2-methyl-3-pyridyl)pyrrolidin-3-yl]methanone